F[C@H]1CN(CC[C@H]1OC)C1=NC=CC(=N1)NC=1N=CC2=C(C=CC(=C2C1)[C@H]1N(CCCC1)C(C#CC)=O)N1CC(C1)CS(=O)(=O)C 1-((S)-2-(3-((2-((3S,4R)-3-fluoro-4-methoxypiperidin-1-yl)pyrimidin-4-yl)amino)-8-(3-((methylsulfonyl)methyl)azetidin-1-yl)isoquinolin-5-yl)piperidin-1-yl)but-2-yn-1-one